2-(6-(2-aza-spiro[3.4]oct-2-yl)pyrimidin-4-yl)-4-(1H-1,2,3-triazol-1-yl)-1,2-dihydro-3H-pyrazol-3-one C1N(CC12CCCC2)C2=CC(=NC=N2)N2NC=C(C2=O)N2N=NC=C2